(1S)-1-cyclobutylethylamine hydrochloride Cl.C1(CCC1)[C@H](C)N